C(C)(=O)NC1=CC=C(C=C1)C1=CN=C2N1C=C(N=C2)C(=O)N(C2=C(C=CC=C2)C(F)(F)F)C 3-(4-acetamidophenyl)-N-methyl-N-[2-(trifluoromethyl)phenyl]imidazo[1,2-a]pyrazine-6-carboxamide